SCCCCCCCCC thiadecane